(2S)-amino-N-(1-(3,5-dimethoxybenzylbenzylamino)hydroxy-1-oxopentan-3-yl)-4-methylpentanamide hydrochloride salt Cl.N[C@H](C(=O)NC(CC(=O)N(CC1=CC=CC=C1)CC1=CC(=CC(=C1)OC)OC)CCO)CC(C)C